C1(CC1)C=1NC(=NN1)C1CC2(CN(C2)C(=O)N2CC3(C2)CN(C3)CC3=C(N=C(O3)C)C)C1 [6-(5-cyclopropyl-4H-1,2,4-triazol-3-yl)-2-azaspiro[3.3]heptan-2-yl]-[6-[(2,4-dimethyloxazol-5-yl)methyl]-2,6-diazaspiro[3.3]heptan-2-yl]methanone